4-Bromo-7-fluoro-5-methylindoline-2,3-dione BrC1=C2C(C(NC2=C(C=C1C)F)=O)=O